Tri-n-hexylcitrat C(CCCCC)C(C(C(C(=O)[O-])(CCCCCC)CCCCCC)(O)C(=O)[O-])C(=O)[O-]